FC(CC=1OC(=CN1)C=1C=CC(=NC1C1=CC=C2C=CC=NC2=C1)C#N)(C)C 5-(2-(2-fluoro-2-methylpropyl)oxazol-5-yl)-6-(quinolin-7-yl)picolinonitrile